2-(3-(5-(5-Chloropyridin-3-yl)-1,2,4-oxadiazol-3-yl)-6-oxopyridazin-1(6H)-yl)-N-ethylacetamide ClC=1C=C(C=NC1)C1=NC(=NO1)C1=NN(C(C=C1)=O)CC(=O)NCC